CC1=NC(=CC(=C1)[C@@H](C1=CC=C(C(=O)N)C=C1)OC1=CC=C2C(CCOC2=C1C(C)C)=O)C (R,S)-4-((2,6-Dimethylpyridin-4-yl)((8-isopropyl-4-oxochroman-7-yl)oxy)methyl)benzamide